6-bromo-3-isobutylbenzofuran-7-thiol BrC1=C(C2=C(C(=CO2)CC(C)C)C=C1)S